5-amino-2-(1-methyl-1,2,3,6-tetrahydropyridin-4-yl)-N-(2-(trifluoromethyl)benzyl)thiazole-4-carboxamide NC1=C(N=C(S1)C=1CCN(CC1)C)C(=O)NCC1=C(C=CC=C1)C(F)(F)F